N-(1-acetylazetidin-3-yl)-4-(5-((2-chlorophenyl)amino)-1H-indazol-1-yl)thiophene-2-carboxamide C(C)(=O)N1CC(C1)NC(=O)C=1SC=C(C1)N1N=CC2=CC(=CC=C12)NC1=C(C=CC=C1)Cl